Methyl 5-(4,4,5,5-tetramethyl-1,3,2-dioxaborolan-2-yl)-2,3-dihydrobenzo[b]thiepine-8-carboxylate CC1(OB(OC1(C)C)C=1C2=C(SCCC1)C=C(C=C2)C(=O)OC)C